C(CCCCCCC)[C@@](C(=O)CCCCCCCCCC)(O)[C@@H](O)[C@H](O)[C@H](O)CO octyldecyl-glucose